3-(4-amino-8-oxo-8,9-dihydropyrazino[1',2':1,5]pyrrolo[2,3-d]pyrimidin-7(6H)-yl)pyrrolidine-1-carboxylic acid tert-butyl ester C(C)(C)(C)OC(=O)N1CC(CC1)N1CC2=CC3=C(N=CN=C3N)N2CC1=O